(3aR,6aS)-5-(pyridin-2-yl)hexahydropyrrolo[3,4-c]pyrrole-2(1H)-thiohydrazide N1=C(C=CC=C1)N1C[C@@H]2[C@H](C1)CN(C2)C(NN)=S